ClC1=C(C=C(C=C1)OCC(F)F)C(=O)NC=1C=C(C2=C(NC(=N2)COC)C1)C(=O)NC1=C(C(=CC=C1)Cl)C 6-({[2-chloro-5-(2,2-difluoroethoxy)phenyl]carbonyl}amino)-N-(3-chloro-2-methylphenyl)-2-(methoxymethyl)-1H-benzimidazole-4-carboxamide